CNC(O[C@@H]1CC[C@H](CC1)C(N(C1=NC=CC(=C1)C=1N=C(OC1)C1CC1)C[C@@H]1CC[C@H](CC1)C1=CC(=C(C=C1)OC)C#N)=O)=O trans-4-(((trans-4-(3-Cyano-4-methoxy-phenyl)cyclohexyl)-methyl)(4-(2-cyclopropyloxazol-4-yl)-pyridine-2-yl)carbamoyl)cyclohexyl methylcarbamate